[(2S)-3-(5-chloro-6-hydroxy-3,4-dihydro-1H-isoquinolin-2-yl)-2-hydroxy-propyl]-2-(cyclobutylamino)pyridine-4-carboxamide ClC1=C2CCN(CC2=CC=C1O)C[C@H](CC=1C(=NC=CC1C(=O)N)NC1CCC1)O